ClC1=NC=C(C(=N1)C=1C=NC(=CC1)OCC)F 2-chloro-4-(6-ethoxypyridin-3-yl)-5-fluoropyrimidine